4-chloro-2-methylpyrazolo[4,3-c]pyridine ClC1=NC=CC=2C1=CN(N2)C